5-[(4R,10bS)-8-(1,6-diazaspiro[3.3]hept-6-yl)-4-methyl-3,4,6,10b-tetrahydro-1H-pyrazino[2,1-a]isoindol-2-yl]quinoline-8-carbonitrile N1CCC12CN(C2)C=2C=C1CN3[C@@H](C1=CC2)CN(C[C@H]3C)C3=C2C=CC=NC2=C(C=C3)C#N